4-amino-N-(4-methoxyphenyl)-2-(8-(quinolin-3-yl)-3,8-diazabicyclo[3.2.1]octan-3-yl)pyrimidine-5-carboxamide NC1=NC(=NC=C1C(=O)NC1=CC=C(C=C1)OC)N1CC2CCC(C1)N2C=2C=NC1=CC=CC=C1C2